1-(5-hydroxy-2,3-dihydrobenzo[b][1,4]dioxin-6-yl)ethanone OC1=C(C=CC=2OCCOC21)C(C)=O